C1(CC1)CN1C(=NC2=C1C=CC=C2)C2CCN(CC2)CC2=C1C=NN(C1=CC=C2)C2=CC(=CC=C2)F 4-((4-(1-(cyclopropylmethyl)-1H-benzo[d]imidazol-2-yl)piperidin-1-yl)methyl)-1-(3-fluorophenyl)-1H-indazole